ClC=1C=CC(=C(C1)C1=CC(N(C=C1OC)[C@H](C(=O)NC1=CC(=C(C(=O)N)C=C1)F)CC)=O)N1N=NC(=C1)C(F)(F)F 4-({(2S)-2-[4-{5-chloro-2-[4-(trifluoromethyl)-1H-1,2,3-triazol-1-yl]phenyl}-5-methoxy-2-oxopyridin-1(2H)-yl]butanoyl}amino)-2-fluorobenzamide